5-Cyano-2,3-xylyltetrazole C(#N)C=1C=C(C(=C(C1)C1=NN=NN1)C)C